OCC[N+](CCCNC(=O)O[C@@H]1CC2=CC[C@H]3[C@@H]4CC[C@H]([C@@H](CCCC(C)C)C)[C@]4(CC[C@@H]3[C@]2(CC1)C)C)(C)C cholesterol (3-[N-[3-[(2-hydroxyethyl)dimethylammonio]propyl]carbamate])